1-(2-(aminomethyl)piperidin-1-yl)-2-(3-isopropyl-2-(2-methylpyridin-4-yl)-1H-indol-5-yl)-2-methylpropan-1-one NCC1N(CCCC1)C(C(C)(C)C=1C=C2C(=C(NC2=CC1)C1=CC(=NC=C1)C)C(C)C)=O